N1C(=CC2=C1CNCC2)C(=O)OCC ethyl 4,5,6,7-tetrahydro-1H-pyrrolo[2,3-c]pyridine-2-carboxylate